The molecule is a polyene antibiotic isolated from the fermentation broth of Streptomyces sp.E-1625 that exhibits inhibitory activity towards the recombinant human interleukin-1beta converting enzyme (ICE). It also shows weak antibacterial activity against strains like Enterococcus faecium, Staphylococcus aureus and Bacillus subtilis. It has a role as a metabolite, an anti-inflammatory agent and an antibacterial agent. It is a tertiary alcohol, an epoxide, a cyclic ketone, an enol, a polyene antibiotic, an enamide and a secondary carboxamide. CC(C)C/C=C/C=C/C(=O)NC1=C[C@]([C@H]2[C@@H](C1=O)O2)(/C=C/C=C/C=C/C(=O)NC3=C(CCC3=O)O)O